((3S)-3-(((2R,3S)-3-carbamoyl-6,6,6-trifluoro-2-(3,3,3-trifluoropropyl)hexanoyl)amino)-5-(3-fluorophenyl)-9-methyl-2-oxo-2,3-dihydro-1H-1,4-benzodiazepin-1-yl)methyl L-valinate N[C@@H](C(C)C)C(=O)OCN1C([C@H](N=C(C2=C1C(=CC=C2)C)C2=CC(=CC=C2)F)NC([C@@H]([C@H](CCC(F)(F)F)C(N)=O)CCC(F)(F)F)=O)=O